FC1=C(C=CC=C1)C1=NN2C(OCC3(CC3)C2)=C1C(=O)OCC Ethyl 2-(2-fluorophenyl)spiro[5,7-dihydropyrazolo[5,1-b][1,3]oxazine-6,1'-cyclopropane]-3-carboxylate